6-Phenyl-3-(2-(pyridine-3-yl)ethyl)-7H-[1,2,4]triazolo[3,4-b][1,3,4]thiadiazin C1(=CC=CC=C1)C1=NN2C(SC1)=NN=C2CCC=2C=NC=CC2